6-(ethoxymethyl)-9,9-diethyl-2-(piperazin-1-ylmethyl)-9,10-dihydroacridine C(C)OCC=1C=C2NC=3C=CC(=CC3C(C2=CC1)(CC)CC)CN1CCNCC1